C(C)(C)(C)[Si](C)(C)OCCC=C tert-butyl(but-3-en-1-yloxy)dimethylsilane